CC(CC1=CC(=CC=C1)OCCN1CCOCC1)N methyl-2-{3-[2-(morpholin-4-yl)ethoxy]phenyl}ethan-1-amine